4-(aminomethyl)heptane NCC(CCC)CCC